ClC1=CC=C(C=N1)NC1=NC=CC2=CC(=C(C=C12)F)F N-(6-chloropyridin-3-yl)-6,7-difluoroisoquinolin-1-amine